COCCOC1=CC=C(C=C1)C=1C=CC(=NC1)C(C(=O)O)(C)C 2-(5-(4-(2-methoxyethoxy)phenyl)pyridin-2-yl)-2-methylpropionic acid